CC=1C(=CC(=NC1)NC=1SC2=C(N1)C=CC(=C2)C#N)NC2CNCC2 2-((5-methyl-4-(pyrrolidin-3-ylamino)pyridin-2-yl)amino)benzo[d]thiazole-6-carbonitrile